FC1(CCC(CC1)[C@H](NC(=O)C=1C(=NOC1)CCC(F)(F)F)C1=NC2=C(N1)C=CC(=C2)[C@@H](C)NC(CCC(F)(F)F)=O)F N-((S)-(4,4-Difluorocyclohexyl)(5-((R)-1-(4,4,4-trifluorobutanamido)ethyl)-1H-benzo[d]imidazol-2-yl)methyl)-3-(3,3,3-trifluoropropyl)isoxazole-4-carboxamide